N,N-dimethylhexacosane-16,19-dien-6-amine CN(C(CCCCC)CCCCCCCCCC=CCC=CCCCCCC)C